Ethyl 2-(5-bromo-4-methyl-2-oxopyridin-1(2H)-yl)-5-methylhexanoate BrC=1C(=CC(N(C1)C(C(=O)OCC)CCC(C)C)=O)C